6-(4-(2-Fluoro-5-((7-(6-hydroxy-2-azaspiro[3.3]heptan-2-yl)-4-oxo-3,4-dihydrophthalazin-1-yl)methyl)benzoyl)piperazin-1-yl)nicotinonitrile FC1=C(C(=O)N2CCN(CC2)C2=NC=C(C#N)C=C2)C=C(C=C1)CC1=NNC(C2=CC=C(C=C12)N1CC2(C1)CC(C2)O)=O